tert-butyl (R)-3-(6-(7-ethyl-5H-pyrrolo[2,3-b]pyrazin-2-yl)-2-(morpholine-4-carbonyl)-1,2,3,4-tetrahydroisoquinolin-8-yl)morpholine-4-carboxylate C(C)C1=CNC2=NC=C(N=C21)C=2C=C1CCN(CC1=C(C2)[C@H]2N(CCOC2)C(=O)OC(C)(C)C)C(=O)N2CCOCC2